N-[3-(4,4-difluoropiperidin-1-yl)-5-methylphenyl]-4-((2-hydroxyethyl)sulfonylamino)-2-{spiro[2.5]oct-5-en-6-yl}benzamide FC1(CCN(CC1)C=1C=C(C=C(C1)C)NC(C1=C(C=C(C=C1)NS(=O)(=O)CCO)C1=CCC2(CC2)CC1)=O)F